[Si]([O-])([O-])([O-])[O-].[K+].[K+].[K+].[K+] potassium monosilicate